CC1=C(C(CCC1)(C)C)/C=C/C(=O)C (E)-β-ionone